C12CCC(CC1)C2 rac-(1R,2S,4R,5S)-bicyclo[2.2.1]heptane